FC(N1N=CC(=C1)C1=CC=2C3N(N4C(C2C=C1OC)=CC(C(=C4)C(=O)O)=O)C(CC3)(C)C)F 12-(1-(difluoromethyl)-1H-pyrazol-4-yl)-11-methoxy-3,3-dimethyl-8-oxo-2,3,8,13b-tetrahydro-1H-pyrido[2,1-a]pyrrolo[1,2-c]phthalazine-7-carboxylic acid